[Br-].C(CCC)[N+]1(CCCC1)C 1-butyl-1-methyl-pyrrolidinium bromide